5-bromo-9-(2,6-difluoro-4-nitrophenoxy)-2,2-dimethyl-[1,3]dioxolo[4,5-f]quinoline BrC=1C=C2C(=C3C(=CC=NC13)OC1=C(C=C(C=C1F)[N+](=O)[O-])F)OC(O2)(C)C